C(#N)C1=CC(=C(COC2=CC=CC(=N2)C2=CC(=C(CC3=NC4=C(N3[C@H]3COC[C@H]3CF)C=C(C=C4)C(=O)OC)C=C2F)F)C=C1)F methyl 2-(4-(6-((4-cyano-2-fluorobenzyl)oxy)pyridin-2-yl)-2,5-difluorobenzyl)-1-((3R,4S)-4-(fluoromethyl)tetrahydrofuran-3-yl)-1H-benzo[d]imidazole-6-carboxylate